6-((2H-indazol-5-yl)amino)-N-(1-(2-(2-methoxyethoxy)ethyl)-3-(pyridin-2-yl)-1H-pyrazol-4-yl)picolinamide N=1NC=C2C=C(C=CC12)NC1=CC=CC(=N1)C(=O)NC=1C(=NN(C1)CCOCCOC)C1=NC=CC=C1